ClC1=CC(=CC=N1)OC1=CC=C(C=C1)C(C)(C)C1=CC=C(OC2CC(C2)NC(OC(C)(C)C)=O)C=C1 tert-butyl ((1r,3r)-3-(4-(2-(4-((6-chloropyridin-4-yl)oxy)phenyl)propan-2-yl) phenoxy)cyclobutyl)carbamate